2-Amino-N-(1-{8-chloro-5-[4-(methylsulfonyl)piperazin-1-yl]imidazo[1,5-a]pyridin-6-yl}ethyl)pyrazolo[1,5-a]pyrimidine-3-carboxamide trifluoroacetate salt FC(C(=O)O)(F)F.NC1=NN2C(N=CC=C2)=C1C(=O)NC(C)C=1C=C(C=2N(C1N1CCN(CC1)S(=O)(=O)C)C=NC2)Cl